O1CC=C(C=C1)B(O)O 2H-Pyran-4-boronic acid